OCCCOC1=NC=CC(=N1)NC1=CC(=C(C=N1)C(CC)=O)NC1=C(C(=CC=C1)C1=NN(C=N1)C)OC 1-(6-((2-(3-hydroxypropoxy)pyrimidin-4-yl)amino)-4-((2-methoxy-3-(1-methyl-1H-1,2,4-triazol-3-yl)phenyl)amino)pyridin-3-yl)propan-1-one